OC1(CCC(CC1)C1=NC(=NC=C1C(F)(F)F)NC1=C(C=C(C=C1)S(=O)(=O)Cl)C)C 4-[[4-(4-hydroxy-4-methyl-cyclohexyl)-5-(trifluoromethyl)pyrimidin-2-yl]amino]-3-methyl-benzenesulfonyl chloride